ClC=1C=CC(=C(C1)C1=CC(=C(N=N1)N(CCC(C(F)(F)F)O)C)NC1=CC(=NC=C1)NC(CCN1CCN(CC1)C)=O)F N-(4-{[6-(5-chloro-2-fluoro-phenyl)-3-[methyl(4,4,4-trifluoro-3-hydroxybutyl)-amino]pyridazin-4-yl]amino}-pyridin-2-yl)-3-(4-methylpiperazin-1-yl)propanamide